6-(4-(4-((2-(2,6-dioxopiperidin-3-yl)-7-fluoro-1-oxoisoindolin-5-yl)methyl)piperazin-1-yl)piperidin-1-yl)-2-(4-phenoxyphenyl)nicotinamide O=C1NC(CCC1N1C(C2=C(C=C(C=C2C1)CN1CCN(CC1)C1CCN(CC1)C1=NC(=C(C(=O)N)C=C1)C1=CC=C(C=C1)OC1=CC=CC=C1)F)=O)=O